ClC1=CC=C(C=C1)C1(CCN(CC1)C1=CC=C(C=C1)C(CCCO)=O)O 1-{4-[4-(4-chlorophenyl)-4-hydroxypiperidin-1-yl]phenyl}-4-hydroxybutan-1-one